4-(dimethyl-amino)-N-phenyl-1,2,5-oxadiazole-3-carboxamide CN(C=1C(=NON1)C(=O)NC1=CC=CC=C1)C